(Z)-N,N-dimethyl-N-((Z)-octadec-9-en-1-yl)octadec-9-en-1-aminium chloride [Cl-].C[N+](CCCCCCCC\C=C/CCCCCCCC)(CCCCCCCC\C=C/CCCCCCCC)C